COC1=C(C=CC=C1)C1=CN=C(O1)C(=O)OCC ethyl 5-(2-methoxyphenyl)oxazole-2-carboxylate